S1N=CN=C1.[N] nitrogen 1,2,4-thiadiazol